C(C1=CC=CC=C1)N1NC(=CN(C1)CC1=CC=CC=C1)C(C)OCC 2,N4-dibenzyl-6-(1-ethoxyethyl)-1,2,4-triazine